C(C1=CC=CC=C1)OC(=O)N1C[C@@H](CC1)NC(=O)C1=NC(=CC=C1N1[C@@H](CN(CC1)C(=O)OC(C)(C)C)CC)C1=C(C=CC=C1)OCC tert-butyl (R)-4-(2-(((R)-1-((benzyloxy)carbonyl)-pyrrolidin-3-yl)carbamoyl)-6-(2-ethoxyphenyl)pyridin-3-yl)-3-ethylpiperazine-1-carboxylate